C(C)(C)(C)C=1C=C(C=CC1)C1CC2(CN(C2)C(=O)C2CC3(C2)NC(OC3C)=O)CC1 (rac)-(2s,4s)-2-(6-(3-(tert-butyl)phenyl)-2-azaspiro[3.4]octane-2-carbonyl)-8-methyl-7-oxa-5-azaspiro[3.4]octane-6-one